N-[[6-(1-Oxotetralin-6-yl)oxy-2-pyridyl]sulfonyl]-2-(2,2,4-trimethylpyrrolidin-1-yl)pyridin-3-carboxamid O=C1CCCC2=CC(=CC=C12)OC1=CC=CC(=N1)S(=O)(=O)NC(=O)C=1C(=NC=CC1)N1C(CC(C1)C)(C)C